2-(8-chloro-2H-chromenyl)-2-hydroxy-2-p-bromophenylacetic acid methyl ester COC(C(C1=CC=C(C=C1)Br)(O)C1OC2=C(C=CC=C2C=C1)Cl)=O